benzo[b]thiophen-2-yl-magnesium bromide S1C2=C(C=C1[Mg]Br)C=CC=C2